Neodymium (III) chloride [Cl-].[Nd+3].[Cl-].[Cl-]